NC1=CC=C(C=N1)[C@H]1N(C[C@@H](CC1)C)C(C(=O)NC=1C=C(C(=NC1)NC(OC(C)(C)C)=O)C)=O |o1:7,10| rel-tert-Butyl N-[5-[[2-[(2S,5R)-2-(6-amino-3-pyridyl)-5-methyl-1-piperidyl]-2-oxo-acetyl]amino]-3-methyl-2-pyridyl]carbamate